The molecule is a 3-hydroxy fatty acyl-CoA(4-) obtained by deprotonation of the phosphate and diphosphate OH groups of (R)-3-hydroxystearoyl-CoA; major species at pH 7.3. It is a (R)-3-hydroxyacyl-CoA(4-), a 3-hydroxy fatty acyl-CoA(4-) and an 11,12-saturated fatty acyl-CoA(4-). It is a conjugate base of a (R)-3-hydroxystearoyl-CoA. CCCCCCCCCCCCCCC[C@H](CC(=O)SCCNC(=O)CCNC(=O)[C@@H](C(C)(C)COP(=O)([O-])OP(=O)([O-])OC[C@@H]1[C@H]([C@H]([C@@H](O1)N2C=NC3=C(N=CN=C32)N)O)OP(=O)([O-])[O-])O)O